1-bromo-3-phenylpropan-2-one BrCC(CC1=CC=CC=C1)=O